N-(8,9-difluoro-6-oxo-1,4,5,6-tetrahydro-2H-pyrano[3,4-c]isoquinolin-1-yl)-N-methylbenzo[d]oxazole-6-carboxamide FC=1C(=CC=2C3=C(NC(C2C1)=O)COCC3N(C(=O)C3=CC1=C(N=CO1)C=C3)C)F